2-(4,4-dimethylcyclohexen-1-yl)-6-(3,3,5,5-tetramethylpiperazin-1-yl)pyridin-3-amine CC1(CC=C(CC1)C1=NC(=CC=C1N)N1CC(NC(C1)(C)C)(C)C)C